Tert-butyl (3S)-4-hydroxy-3-methyl-2-oxa-8-azaspiro[4.5]decane-8-carboxylate OC1[C@@H](OCC12CCN(CC2)C(=O)OC(C)(C)C)C